6-hept-1-ynyl-4-cyanobenzoate C(#CCCCCC)C1=CC(=CC=C1C(=O)[O-])C#N